COC=1C=C2C=CN(C(C2=CC1)=O)C(C)CC 6-methoxy-N-sec-butylisoquinolin-1(2H)-one